N-(beta-aminoethyl)gamma-aminopropylmethyldimethoxysilane NCCNCCC[Si](OC)(OC)C